3-(3'-amino-4-(pyridin-3-yl)biphenyl-2-yl)propionamide NC=1C=C(C=CC1)C1=C(C=C(C=C1)C=1C=NC=CC1)CCC(=O)N